CNC(C1=CC(=CC=C1)C=1N=NC(=CC1)NC1C[C@@H]2[C@@H](CN(C2)C([2H])([2H])[C@@H]2OCCCC2)C1)=O N-methyl-3-(6-(((3aR,5s,6aS)-2-(((R)-tetrahydro-2H-pyran-2-yl)methyl-d2)octahydrocyclopenta[c]pyrrol-5-yl)amino)pyridazin-3-yl)benzamide